CN(C)C1=CC=CC=C1CN2CCCN(C2C3=CC=NC=C3)CC4=CC=CC=C4N(C)C The molecule is an aminal that is hexahydropyrimidine which is substituted on each nitrogen by a 2-(dimethylamino)benzyl group, and at the aminal carbon by a pyridin-4-yl group. A Hedgehog signaling pathway and Gli protein inhibitor. It has a role as a Hedgehog signaling pathway inhibitor, a glioma-associated oncogene inhibitor, an antineoplastic agent and an apoptosis inducer. It is a tertiary amino compound, a member of pyridines, a substituted aniline and an aminal.